2-pentylcyclopentan C(CCCC)C1CCCC1